ClC1=CC=2C(=C(N=NC2C(C)C)N2C(CC2)C)C=N1 7-chloro-1-isopropyl-4-(2-methylazetidin-1-yl)pyrido[3,4-d]Pyridazine